tert-butyl-(3,5-dichloro-4-iodophenoxy)dimethylsilane C(C)(C)(C)[Si](C)(C)OC1=CC(=C(C(=C1)Cl)I)Cl